C(CCCCCCCCCCCCC)(=O)OCC(OC(CCCCCCCCCCCCC)=O)COC(CCCCCCCCCCCCC)=O 1,2,3-trimyristoyl-glycerol